C[C@@H]1NC2=CC=C3C(=C2CC1)N=C(N3CC(NC[C@@H]3OCCC3)=O)CCN3C(C=CC=C3)=O (7S)-7-Methyl-2-[2-(2-oxo-1,2-dihydropyridin-1-yl)ethyl]-3-[({[(2R)-oxolan-2-yl]methyl}carbamoyl)methyl]-3H,6H,7H,8H,9H-imidazo[4,5-f]chinolin